4-fluoro-2-(5-(((1R,2S,3S,5S)-2-fluoro-1,5-dimethyl-8-azabicyclo[3.2.1]octan-3-yl)(methyl)amino)pyrazin-2-yl)-5-(1-methyl-1H-pyrazol-4-yl)phenol FC1=CC(=C(C=C1C=1C=NN(C1)C)O)C1=NC=C(N=C1)N(C)[C@@H]1[C@@H]([C@]2(CC[C@@](C1)(N2)C)C)F